1,1,1,2-tetrachloro-3,3,3-trifluoropropane ClC(C(C(F)(F)F)Cl)(Cl)Cl